C(C)(=O)N1CCC(CC1)N1N=CC(=C1)C1=CC=C2C(=CC=NC2=C1)OC1=CC=C(C=C1)NC(=O)C1(CC1)C(=O)NC1=CC=C(C=C1)F 1-N-[4-[7-[1-(1-Acetylpiperidin-4-yl)pyrazol-4-yl]quinolin-4-yl]oxyphenyl]-1-N'-(4-fluorophenyl)cyclopropane-1,1-dicarboxamide